CC1=C(C(=CC(=C1)C1=C(C(=CC=C1)C)C)C)C1=C(C(=CC=C1)C)P(C(C)(C)C)C(C)(C)C [2',6'-dimethyl-4'-(xylyl)-3-methyl-biphenyl-2-yl]-di-tert-butylphosphine